CN1C=C(C2=C(C=CC=C12)C)S 1,4-dimethylindole-3-thiol